ethyl 2-(methoxymethyl)-4H-pyrrolo[2,3-d]thiazole-5-carboxylate COCC=1SC2=C(N1)NC(=C2)C(=O)OCC